Ethyl 2-(7-cyano-5-(2-methoxypropoxy) benzo[b]thiophen-2-yl)-4-methylthiazole-5-carboxylate C(#N)C1=CC(=CC2=C1SC(=C2)C=2SC(=C(N2)C)C(=O)OCC)OCC(C)OC